3-morpholino-5-(pyrrolidin-1-yl)picolinic acid ethyl ester C(C)OC(C1=NC=C(C=C1N1CCOCC1)N1CCCC1)=O